1-(2-chloroethyl)pyrrolidine ClCCN1CCCC1